2-((3-(2,6-dioxopiperidin-3-yl)-1-methyl-1H-indazol-6-yl)oxy)-N-(2-(p-tolyloxy)-ethyl)acetamide O=C1NC(CCC1C1=NN(C2=CC(=CC=C12)OCC(=O)NCCOC1=CC=C(C=C1)C)C)=O